NC1=C(C(N(C2=CC(=CC=C12)C(F)(F)F)C1=CC=C(C=C1)OCCOCC)=O)C(=O)OC methyl 4-amino-1-(4-(2-ethoxyethoxy)phenyl)-2-oxo-7-(trifluoromethyl)-1,2-dihydroquinoline-3-carboxylate